C(C1=CC=CC=C1)(=O)C1=CC2=C(N(C(=N2)NC(OC)=O)COP(=O)(OC(C)(C)C)OC(C)(C)C)C=C1 Methyl (5-benzoyl-1-(((di-tert-butoxyphosphoryl)oxy)methyl)-1H-benzo[d]imidazol-2-yl)carbamate